C[C@H](CC1=CC=C(C=C1)OC)[NH2+]C[C@@H](C2=CC(=C(C=C2)O)NC=O)O The molecule is an ammonium ion resulting from the protonation of the non-formylated amino group of arformoterol. It is an ammonium ion derivative and an organic cation. It is a conjugate acid of an arformoterol. It is an enantiomer of a (S,S)-formoterol(1+).